FC(C1=CC=C(C=C1)N1N=NN=C1S)(F)F 1-(4-(trifluoromethyl)phenyl)-1H-tetrazole-5-thiol